FC1=CC=C(C=C1)NS(=O)(=O)C1=C(C=CC=C1)C(=C)C N-(4-fluorophenyl)-2-isopropenylbenzenesulfonamide